3-((6-(1,4-dimethyl-1H-pyrazol-5-yl)-2-fluoropyridin-3-yl)oxy)cyclobutane-1-carboxylic acid CN1N=CC(=C1C1=CC=C(C(=N1)F)OC1CC(C1)C(=O)O)C